ClC=1C=CC(=C(CNCCN2CCNCC2)C1)OCC N-(5-chloro-2-ethoxybenzyl)-2-(piperazin-1-yl)ethan-1-amine